Methyl 2-[2-[2-[2-[(2-chloropyrimidin-4-yl)oxymethyl]-5-cyano-phenyl]ethoxymethyl]-4-(4,4,5,5-tetramethyl-1,3,2-dioxaborolan-2-yl)phenyl]acetate ClC1=NC=CC(=N1)OCC1=C(C=C(C=C1)C#N)CCOCC1=C(C=CC(=C1)B1OC(C(O1)(C)C)(C)C)CC(=O)OC